ClC1=C(C=CC=C1F)C=1C(N(C(N(C1)CC(=O)O)=O)CCCS(=O)(=O)C)=O [5-(2-Chloro-3-fluoro-phenyl)-3-(3-methanesulfonyl-propyl)-2,4-dioxo-3,4-dihydro-2H-pyrimidin-1-yl]-acetic acid